1-(2-chloro-4-((6-methoxy-7-(3-(pyrrolidin-1-yl)propoxy)quinazolin-4-yl)oxy)phenyl)-3-(3-fluorophenyl)urea ClC1=C(C=CC(=C1)OC1=NC=NC2=CC(=C(C=C12)OC)OCCCN1CCCC1)NC(=O)NC1=CC(=CC=C1)F